C(CCCCCCCCCCC\C=C/CCCCCCCC)(=O)O.OC[C@H](O)[C@@H](O)[C@H](O)[C@H](O)CO sorbitol monoerucate